3-((4-(dimethylamino)piperidin-1-yl)sulfonyl)-4-fluoro-N-(6-(1-methyl-1H-pyrazol-4-yl)isoquinolin-3-yl)benzamide CN(C1CCN(CC1)S(=O)(=O)C=1C=C(C(=O)NC=2N=CC3=CC=C(C=C3C2)C=2C=NN(C2)C)C=CC1F)C